(6-cyano-8,8-dimethyl-7,8-dihydro-6H-cyclopenta[e]pyrazolo[1,5-a]pyrimidin-2-yl)boronic acid C(#N)C1CC(C2=C1C=NC=1N2N=C(C1)B(O)O)(C)C